[Pt+2].C[Si](C(C(=O)C1=CC=CC=C1)C(=O)CC)(OC)OC.C[Si](C(C(=O)C1=CC=CC=C1)C(=O)CC)(OC)OC bis[2-(methyldimethoxysilyl)1-phenyl-3-ethyl-1,3-propanedione] platinum (II)